3,3'-(((((5-(2-carboxy-2-(pyrrolidin-3-yl)ethyl)-1H-pyrazolo[4,3-b]pyridin-3-yl)methyl)azanediyl)bis(methylene))bis(3,1-phenylene))bis(2-(pyrrolidin-3-yl)propanoic acid) C(=O)(O)C(CC1=CC=C2C(=N1)C(=NN2)CN(CC=2C=C(C=CC2)CC(C(=O)O)C2CNCC2)CC=2C=C(C=CC2)CC(C(=O)O)C2CNCC2)C2CNCC2